COC=1C=C(C=CC1OC)C1=NC2=C(N1)C=C(C(=C2)F)C2CCN(CC2)C2CCN(CC2)CC(C)C 2-(3,4-dimethoxyphenyl)-5-fluoro-6-(1'-isobutyl-[1,4'-bipiperidin]-4-yl)-1H-benzo[d]imidazole